CC=1C(=CC=2N(C1)N=CC2)NC(OC(C)(C)C)=O tert-Butyl N-{6-methylpyrazolo[1,5-a]pyridin-5-yl}carbamate